(S)-N-(3-cyclopropyl-1H-pyrazol-5-yl)-2-(1-(3-(difluoromethyl)-5-fluorophenyl)-1H-pyrazol-4-yl)propanamide C1(CC1)C1=NNC(=C1)NC([C@@H](C)C=1C=NN(C1)C1=CC(=CC(=C1)F)C(F)F)=O